C(C=C)OC(=O)N([C@H](C(=O)N(C)[C@@H](C(=O)OC)C1CCCC1)CC(C)C)C methyl (R)-2-((S)-2-(((allyloxy)carbonyl)(methyl)amino)-N,4-dimethylpentanamido)-2-cyclopentylacetate